[Na+].COC(C(CCCCCC\C=C/CCCCCCCC)S(=O)(=O)[O-])=O sulfooleic acid methyl ester sodium salt